tetrazolebisamide N1(N(NN=C1)C(=O)N)C(=O)N